CC1=CC=CC=2N(C3=CC=CC(=C3C12)C)C1=C(C#N)C(=CC(=C1)C=1C=NC=CC1)N1C2=CC=CC(=C2C=2C(=CC=CC12)C)C 2,6-bis(4,5-dimethyl-9H-carbazol-9-yl)-4-(pyridin-3-yl)benzonitrile